C(C)(=O)N1CC(C1)C1=NN(C2=CC=CC=C12)CC(=O)NCC(=O)NCC(=O)OC methyl 2-(2-{2-[3-(1-acetylazetidin-3-yl)indazol-1-yl]acetamido}acetamido)acetate